C(C)C1=NN(C(=C1C(=O)O)C(F)(F)F)C=1C=2C3=C(C(NC3=CC1)=C=O)C=CC2.COC2=C(C=CC=C2)CCN2C[C@@H](C([C@@H](C2)O)O)O (3S,4r,5R)-1-(2-methoxyphenylethyl)piperidine-3,4,5-triol Ethyl-1-(2-carbonyl-1,2-dihydrobenzo[cd]indol-6-yl)-5-(trifluoromethyl)-1H-pyrazole-4-carboxylate